C(OC1=C(C=C(C=C1)[N+](=O)[O-])C=1C=CC=2C=CC3=CC=CC=C3C2C1)([O-])=O phenanthren-3-yl-(4-nitrophenyl) carbonate